The molecule is the enal that is (E)-hex-2-enal substituted with an oxo group at C-4. It is an enal and an enone. CCC(=O)/C=C/C=O